COC(=O)C1(N(C2=CC=CC=C2CC1)C(=O)OC(C)(C)C)C1=CC=CC=C1 2-phenyl-3,4-dihydroquinoline-1,2(2H)-dicarboxylic acid 1-(tert-butyl) 2-methyl ester